BrC1=CC(=C(C(=O)OC)C=C1)OC1COC1 Methyl 4-bromo-2-(oxetan-3-yloxy)benzoate